CN1N=NC(=C1NC(O[C@H](C)C1=C(C=CC=C1)C(F)(F)F)=O)C1=NC(=C(C=C1)NS(=O)(=O)C)C (R)-1-(2-(trifluoro-methyl)phenyl)ethyl (1-methyl-4-(6-methyl-5-(methyl-sulfonamido)pyridin-2-yl)-1H-1,2,3-triazol-5-yl)carbamate